CC1=CN=CC2=CC=C(C=C12)NC(=O)[C@H]1[C@@H](C1)C1=CC=C(C=C1)S(NC1=NC=CC=C1)(=O)=O (1r,2r)-N-(4-methylisoquinolin-6-yl)-2-(4-(N-(pyridin-2-yl)sulfamoyl)phenyl)cyclopropane-1-carboxamide